C(C)(C)(C)C1=CC(=NO1)NC(=O)NC1=CC=C(C=C1)N1C=NC2=C1C=CC(=C2)OCCCCCC 1-(5-tert-butyl-isoxazol-3-yl)-3-[4-(5-hexyloxy-benzoimidazol-1-yl)-phenyl]-urea